C[C@@H]1CNC[C@@H](O1)C (2R,6S)-2,6-dimethyl-morpholine